17-Cyclopropylmethyl-3,14β-dihydroxy-4,5α-epoxy-6β-(2'-imidazolylacetamido)morphinan C1(CC1)CN1[C@H]2[C@@]3(CC[C@H]([C@H]4[C@@]3(C=3C(=C(C=CC3C2)O)O4)CC1)NC(CC=1NC=CN1)=O)O